2-(4-fluoro-2-methylbenzyl)-4-(trifluoromethyl)benzoyl chloride FC1=CC(=C(CC2=C(C(=O)Cl)C=CC(=C2)C(F)(F)F)C=C1)C